N-{6-[(2-chloro-5-fluorophenyl)carbonyl]-5-cyano-3-oxo-3,4-dihydrospiro[benzo[1,4]oxazine-2,1'-cyclopropane]-7-yl}-3-fluoro-5-(trifluoromethyl)benzamide ClC1=C(C=C(C=C1)F)C(=O)C=1C(=CC2=C(NC(C3(CC3)O2)=O)C1C#N)NC(C1=CC(=CC(=C1)C(F)(F)F)F)=O